COC1=C(C=CC2=C1OCCN2)C(=O)N2CCCCC2 (8-methoxy-3,4-dihydro-2H-benzo[b][1,4]oxazin-7-yl)(piperidin-1-yl)methanone